3-(difluoromethyl)bicyclo[1.1.1]pentane-1-carboxylic acid FC(C12CC(C1)(C2)C(=O)O)F